C1(=CC=CC=C1)C(=O)N benzenecarboxamide